3,2-dioxathiolane dioxide S1(OOCC1)(=O)=O